FC(C(=O)O)(F)F.CN1C(CC(CC1)N(C=1SC=2N=C(SC2N1)C1=NC=C(C=N1)C=1C=NNC1)C)C N-(1,2-Dimethylpiperidin-4-yl)-N-methyl-5-[5-(1H-pyrazol-4-yl)pyrimidin-2-yl][1,3]thiazolo[5,4-d][1,3]thiazol-2-amin Trifluoroacetat